Cl.CC1CCC(CC1)N(C(C(C)C)=O)[C@H]1C[C@H](NC1)C(=O)OC Methyl (2s,4s)-4-(N-((1s,4R)-4-methylcyclohexyl)isobutyramido)pyrrolidine-2-carboxylate hydrochloride